FC1=C(CC2=NC3=C(N2C[C@H]2OCC2)C=C(C=C3)C(=O)O)C=C(C(=C1)C1=NC(=CC=C1)OCC=1C=NC(=CC1)C#CC=1C=NN(C1)C)F (S)-2-(2,5-difluoro-4-(6-((6-((1-methyl-1H-pyrazol-4-yl)ethynyl)pyridin-3-yl)methoxy)pyridin-2-yl)benzyl)-1-(oxetan-2-ylmethyl)-1H-benzo[d]imidazole-6-carboxylic acid